OC=1C(NN=C(C1)CCC1=C(C=CC=C1)C(F)(F)F)=O 4-hydroxy-6-{2-[2-(trifluoromethyl)phenyl]ethyl}pyridazin-3(2H)-one